Borazin N1BNBNB1